rac-tert-Butyl (4-chlorobenzyl)((1R*,3S*)-3-formylcyclopentyl)carbamate ClC1=CC=C(CN(C(OC(C)(C)C)=O)[C@H]2C[C@H](CC2)C=O)C=C1 |r|